3-cyano-1,5-naphthyridine C(#N)C=1C=NC2=CC=CN=C2C1